2-(3-((tert-butyldimethylsilyl)oxy)-4-(1,3-dioxolan-2-yl)phenyl)acetaldehyde [Si](C)(C)(C(C)(C)C)OC=1C=C(C=CC1C1OCCO1)CC=O